(S)-1-amino-3-methyl-butyl-boric acid N[C@H](CC(C)C)OB(O)O